7-((3-fluoropyridin-2-yl)(4-methoxypiperidin-1-yl)methyl)quinolin-8-ol FC=1C(=NC=CC1)C(C1=CC=C2C=CC=NC2=C1O)N1CCC(CC1)OC